Methyl 1-[(4R,6S)-12-chloro-6-methyl-2,8,10,11-tetrazatricyclo[7.4.0.02,6]trideca-1(9),10,12-trien-4-yl]pyrrolo[2,3-b]pyridine-5-carboxylate ClC=1N=NC=2NC[C@@]3(C[C@H](CN3C2C1)N1C=CC=2C1=NC=C(C2)C(=O)OC)C